4-ethynyl-N,N-diphenyl-aniline C(#C)C1=CC=C(N(C2=CC=CC=C2)C2=CC=CC=C2)C=C1